7-(2,8-Dimethylimidazo[1,2-b]pyridazin-6-yl)-2-[(8aR)-3,4,6,7,8,8a-hexahydro-1H-pyrrolo[1,2-a]pyrazin-2-yl]thiazolo[3,2-a]pyrimidin-5-on CC=1N=C2N(N=C(C=C2C)C=2N=C3N(C(C2)=O)C=C(S3)N3C[C@@H]2N(CC3)CCC2)C1